5'-methyl-3-(5-methyl-4H-1,2,4-triazol-3-yl)-4-pentyl-2'-(prop-1-en-2-yl)-[1,1-biphenyl]-2,6-diol CC=1C=CC(=C(C1)C=1C(=C(C(=CC1O)CCCCC)C1=NN=C(N1)C)O)C(=C)C